COCCN(C1CCC(CC1)N1C(C2=CC=CC=C2C1=O)=O)C ((1r,4r)-4-((2-methoxyethyl)(methyl)amino)cyclohexyl)isoindoline-1,3-dione